CC1=C(O\C(\C(=O)OC)=C/OC)C=C(C=C1)Br methyl (2Z)-2-(2-methyl-5-bromophenoxy)-3-methoxy-2-propenoate